FC(COC1=C2C(=NC(=C1)F)C(=C(N2)C2=CC(=NC=C2)NC([C@H](CC(F)F)C2=CC=C(C=C2)F)=O)C2=NC=CC=C2)F |o1:22| (2R or S)-N-{4-[7-(2,2-difluoroethoxy)-5-fluoro-3-(pyridin-2-yl)-1H-pyrrolo[3,2-b]pyridin-2-yl]pyridin-2-yl}-4,4-difluoro-2-(4-fluorophenyl)butanamide